ClC=1C=C(C=CC1OCC1=NC=CC=C1)C=1C=C(N2N=CN=C(C21)N)C2CNCCC2 5-(3-chloro-4-(pyridin-2-ylmethoxy)phenyl)-7-(piperidin-3-yl)pyrrolo[2,1-f][1,2,4]Triazine-4-amine